3-Fluoro-5-(2-hydroxypropan-2-yl)-N'-((1-oxo-1,2,3,5,6,7-hexahydro-s-indacen-4-yl)carbamoyl)thiophene-2-sulfonimidamide FC1=C(SC(=C1)C(C)(C)O)S(=O)(N)=NC(NC1=C2CCC(C2=CC=2CCCC12)=O)=O